N1C(NC2C1CSC2)=[NH2+] tetrahydro-1H-thieno[3,4-d]imidazole-2(3H)-iminium